C1(=CC=CC=C1)C1=CC(=NO1)NS(=O)(=O)C1=CC=C(C=C1)C(F)(F)F N-(5-phenylisoxazol-3-yl)-4-(trifluoromethyl)benzenesulfonamide